CC1(CN(CC2=CC(=CC=C12)C1=CC=C(C=C1)C(F)(F)F)CC(=O)N1CCCC1)C 2-(4,4-dimethyl-7-(4-(trifluoromethyl)phenyl)-3,4-dihydroisoquinolin-2(1H)-yl)-1-(pyrrolidin-1-yl)ethan-1-one